2,5,8-triaza-dispiro[3.1.36.24]undecane-1,7-dione C1(NCC12NC1(C(NC1)=O)CC2)=O